6,7-dimethoxy-4-[6-(methylsulfanylmethyl)-2-azaspiro[3.3]heptan-2-yl]quinazoline COC=1C=C2C(=NC=NC2=CC1OC)N1CC2(C1)CC(C2)CSC